5-(8-((1S,2S)-2-(5-chloro-3-fluoropyridin-2-yl)cyclopropyl)-3-fluoroimidazo[1,2-b]pyridazin-6-yl)pyrimidine-2,4(1H,3H)-dione ClC=1C=C(C(=NC1)[C@@H]1[C@H](C1)C=1C=2N(N=C(C1)C=1C(NC(NC1)=O)=O)C(=CN2)F)F